ClC1=CC=C(C=C1)C1=C(CCC(C1)(C)C)CN1CCN(CC1)C1=CC(=C(C(=O)OC)C=C1)N1C2=C(OCCC1)N=CC=C2 methyl 4-(4-[[2-(4-chlorophenyl)-4,4-dimethylcyclohex-1-en-1-yl]methyl]piperazin-1-yl)-2-[2H,3H,4H-pyrido[2,3-b][1,4]oxazepin-1-yl]benzoate